N-benzyloxycarbonyl-(s)-fluorenylmethyl-L-cysteine C(C1=CC=CC=C1)OC(=O)N([C@H](CS)C(=O)O)CC1=CC=CC=2C3=CC=CC=C3CC12